1-(2-benzoxazolyl)-3-(2-fluorophenyl)urea O1C(=NC2=C1C=CC=C2)NC(=O)NC2=C(C=CC=C2)F